C(C)(C)(C)[C@@]12CN(C[C@H](N[C@H]1CO)C2)C2=CC=C(C=C2)C(F)(F)F tert-Butyl-(1S,5R,7R)-7-(hydroxymethyl)-3-(4-(trifluoromethyl)phenyl)-3,6-diazabicyclo[3.2.1]octane